6-(26-amino-3,6,9,12,15,18,21,24-octaoxahexacosyl)-2-(methylthio)-6,7-dihydro-5H-pyrrolo[3,4-d]pyrimidin-5-one NCCOCCOCCOCCOCCOCCOCCOCCOCCN1CC=2N=C(N=CC2C1=O)SC